OC=1C=C2C=CC(=CC2=CC1)C(=O)N1CCNCC1 6-hydroxy-β-naphthoylpiperazine